CN1C(N(C=2C1=NC=C(C2)B2OC(C(O2)(C)C)(C)C)COCC[Si](C)(C)C)=O 3-methyl-6-(4,4,5,5-tetramethyl-1,3,2-dioxaborolan-2-yl)-1-{[2-(trimethylsilyl)ethoxy]methyl}-1H,2H,3H-imidazo[4,5-b]pyridin-2-one